CNC(\C=C\C(=O)NC)=O N1,N4-dimethylfumaramide